FC=1C=C(C=C(C1OC1=C2C(=NC=C1)N(C=C2C(F)(F)F)COCC[Si](C)(C)C)F)NC(=O)N[C@H](C)C2COC2 |r| (+/-)-1-(3,5-difluoro-4-{[3-(trifluoromethyl)-1-{[2-(trimethylsilyl)ethoxy]methyl}-1H-pyrrolo[2,3-b]pyridin-4-yl]oxy}phenyl)-3-[1-(oxetan-3-yl)ethyl]urea